(S)-2-amino-3-(7-(2-methoxyphenyl)-1H-indol-3-yl)propanoic acid N[C@H](C(=O)O)CC1=CNC2=C(C=CC=C12)C1=C(C=CC=C1)OC